(1R)-1-[(2R)-4-{5-[(2,6-dichlorophenyl)methoxy]pyrimidin-2-yl}morpholin-2-yl]ethanol ClC1=C(C(=CC=C1)Cl)COC=1C=NC(=NC1)N1C[C@@H](OCC1)[C@@H](C)O